6-chloro-7-(difluoromethoxy)-1H-indole ClC1=CC=C2C=CNC2=C1OC(F)F